C(C1=CC=CC=C1)NC(C(C1=CC=C(C=C1)Cl)N(C(CCCN1CC=CC=C1)=O)CCC(C)C)=O N-(2-(benzylamino)-1-(4-chlorophenyl)-2-oxoethyl)-N-isopentyl-4-(pyridin-1-yl)butanamide